2-Methyl-4-methoxy-8-quinolinolate CC1=NC2=C(C=CC=C2C(=C1)OC)[O-]